1-naphthalenesulfonic acid ammonium salt [NH4+].C1(=CC=CC2=CC=CC=C12)S(=O)(=O)[O-]